C(CCCCCCC)[Si](OCC)(OCC)OCC n-Octyltriethoxysilan